N-[5-[(4-fluorophenyl)methyl]thiazol-2-yl]-4-methyl-tetrahydropyran-4-carboxamide FC1=CC=C(C=C1)CC1=CN=C(S1)NC(=O)C1(CCOCC1)C